Decabromo diphenyl ether C1(=C(C(=C(C(=C1Br)Br)Br)Br)Br)OC2=C(C(=C(C(=C2Br)Br)Br)Br)Br